CC(C)(SCCNC(C(F)(F)F)=O)SCCNC(C(F)(F)F)=O N,N'-((Propane-2,2-diylbis(sulfanediyl))bis(ethane-2,1-diyl))bis(2,2,2-trifluoroacetamide)